C1(CCC1)S(=O)(=O)C1=NC=CC=N1 (cyclobutylsulfonyl)pyrimidine